5-amino-3,3-dimethylisobenzofuran-1(3H)-one NC=1C=C2C(OC(C2=CC1)=O)(C)C